COC=1C=C(CN(C2=CC=C(C=C2)CN2CCOCC2)CC2=CC(=CC=C2)N2CCN(CC2)C)C=CC1 N-(3-methoxybenzyl)-N-(3-(4-methylpiperazin-1-yl)benzyl)-4-(morpholinomethyl)aniline